5-((cyclopropylmethylamino)(2-methoxynaphthalen-1-yl)methyl)-2-(fluorophenyl)-3-(trifluoromethyl)-1H-pyrazole-5-carboxamide C1(CC1)CNC(C1(C=C(N(N1)C1=C(C=CC=C1)F)C(F)(F)F)C(=O)N)C1=C(C=CC2=CC=CC=C12)OC